FC=1C=C(C=CC1F)CN1C2(CN(C2)C(=O)OC(C)(C)C)C(N(CC1=O)C1CCC(CC1)C)=O tert-butyl 5-[(3,4-difluorophenyl)methyl]-6,9-dioxo-8-[(1r,4r)-4-methylcyclohexyl]-2,5,8-triazaspiro[3.5]nonane-2-carboxylate